C1(CC1)C1=NC(=NO1)C=1C=C(C(=NC1)C1=NC2=C(N=NC(=C2)C(C)=O)N1C)SCC 1-{6-[5-(5-cyclopropyl-1,2,4-oxadiazol-3-yl)-3-(ethylsulfanyl)pyridin-2-yl]-7-methyl-7H-imidazo[4,5-c]pyridazin-3-yl}ethan-1-one